O1C(OCCC1)CCCCCC#CCCCCC(=O)[O-] (4Z)-10-(1,3-dioxan-2-yl)-4-decynylacetate